(S)-Tert-butyl (4-(2-hydroxypropoxy)butyl)carbamate O[C@H](COCCCCNC(OC(C)(C)C)=O)C